COC(=O)N(C(C(=O)N[C@@H](CC1=CC=C(C=C1)NS([O-])(=O)=O)C=1N=C(SC1)C=1SC=CC1)CC1=NC=CC=C1)C.[NH4+] ammonium (4-((2S)-2-(2-((methoxycarbonyl)(methyl)amino)-3-(pyridin-2-yl)propanamido)-2-(2-(thiophen-2-yl)thiazol-4-yl)ethyl)phenyl)sulfamate